6-[[3-(trifluoromethylsulfonyl) phenyl] methyl]-2-azaspiro[3.4]octane-2-carboxylate FC(S(=O)(=O)C=1C=C(C=CC1)CC1CC2(CN(C2)C(=O)[O-])CC1)(F)F